ClC=1C(=C(C=2C(=C(SN2)N2C(CN(CC2)C(C=C)=O)C(C)C)C1)F)C1(CC=C2C=CC=CC2=C1)O 1-(4-(5-chloro-7-fluoro-6-(3-hydroxy-3-naphthalenyl)-2,1-benzothiazol-3-yl)-3-(2-propanyl)-1-piperazinyl)-2-propen-1-one